C(C)OC(=O)[C@H]1N(CCC(C1)=O)[C@H](C)C1=CC=CC=C1.C(C)(C)NC(=CC(C)=O)C 4-(isopropylamino)pent-3-en-2-one ethyl-(2S)-4-oxo-1-[(1R)-1-phenylethyl]piperidine-2-carboxylate